(S)-4-(2-(4-(2-acetyl-5-chlorophenyl)-5-methoxy-2-oxopyridinium-1(2H)-yl)-3-phenylpropanamido)benzoic acid C(C)(=O)C1=C(C=C(C=C1)Cl)C1=CC([NH+](C=C1OC)[C@H](C(=O)NC1=CC=C(C(=O)O)C=C1)CC1=CC=CC=C1)=O